Isopropylbenzene C(C)(C)C1=CC=CC=C1